C12CN(CC(CC1)C2)C(=O)C2=CC1=C(C(=N2)C)C(=NN1SC)C1=CN=C2N1C=C(C=C2F)F (3-aza-bicyclo[3.2.1]oct-3-yl)-[3-(6,8-difluoro-imidazo[1,2-a]pyridin-3-yl)-1-methylsulfanyl-methyl-1H-pyrazolo[4,3-c]pyridin-6-yl]-methanone